C(C1=CC=CC=C1)ON1C(C=CC=C1CN1CCN(CCN(CCN(CCN(CCN(CC1)CC=1N(C(C=CC1)=O)OCC1=CC=CC=C1)CC=1N(C(C=CC1)=O)OCC1=CC=CC=C1)CC=1N(C(C=CC1)=O)OCC1=CC=CC=C1)CC=1N(C(C=CC1)=O)OCC1=CC=CC=C1)CC=1N(C(C=CC1)=O)OCC1=CC=CC=C1)=O 1-(Benzyloxy)-6-{[4,7,10,13,16-pentakis({[1-(benzyloxy)-6-oxo-1,6-dihydropyridin-2-yl]methyl})-1,4,7,10,13,16-hexaazacyclooctadecan-1-yl]methyl}-1,2-dihydropyridin-2-one